C=NC=1C(=CC(=CC1)N)N N1-methylenebenzene-1,2,4-triamine